4-(4-benzyloxyphenyl)tetrahydropyran-4-carboxylic acid C(C1=CC=CC=C1)OC1=CC=C(C=C1)C1(CCOCC1)C(=O)O